3-[[(3R)-3-fluoro-3-methyl-pyrrolidin-1-yl]methyl]azetidine-1-carboxylic acid tert-butyl ester C(C)(C)(C)OC(=O)N1CC(C1)CN1C[C@](CC1)(C)F